(R)-tert-butyl-3-((4-methoxy-5-((trimethylsilyl)ethynyl)pyrimidin-2-yl)amino)pyrrolidine C(C)(C)(C)N1C[C@@H](CC1)NC1=NC=C(C(=N1)OC)C#C[Si](C)(C)C